C(C)OC1=CC=C(C=C1)C(=O)N1CCN(CC1)CCCCC1=CC=CC=C1 (4-ethoxyphenyl)-[4-(4-phenylbutyl)piperazin-1-yl]methanone